C(C)C1=C(C(Br)(CC)C#N)C=CC=C1 diethyl-bromobenzyl cyanide